FC=1C(=C(OC2=NC=C(C=C2B(O)O)C(F)(F)F)C=CC1F)C [2-(3,4-difluoro-2-methyl-phenoxy)-5-(trifluoromethyl)-3-pyridinyl]boronic acid